C(CCC)(=O)O.Cl.Cl.FC1=CC=C(C=C1)CCC(=O)O 3-(4-fluorophenyl)propionic acid dihydrochloride butanoate